BrC=1C=2N(C=CC1C(=O)OC)N=CC2C=C Methyl 4-bromo-3-vinylpyrazolo[1,5-a]pyridine-5-carboxylate